P(=S)(OCC)(OC1=NC(=C(C=C1Cl)Cl)Cl)OCCCC(=O)O O-ethyl O-(3,5,6-trichloro-2-pyridinyl) O-(3-carboxypropyl) thiophosphate